CN1CC=CC1 1-methyl-2,5-dihydro-1H-pyrrol